C(C(=C)C)(=O)OCCCN1C(CCC1)=O N-(3-methacryloxypropyl)pyrrolidone